N-([1,2,4]triazolo[1,5-a]pyridin-2-yl)-2-[6-bromo-1',1',5-trifluoro-1-oxospiro[3H-isoquinoline-4,2'-cyclopropane]-2-yl]acetamide N=1C(=NN2C1C=CC=C2)NC(CN2C(C1=CC=C(C(=C1C1(C(C1)(F)F)C2)F)Br)=O)=O